(4S)-4-Amino-5-(2-chloro-3-[5-[1-(2,6-dioxopiperidin-3-yl)-3-methyl-2-oxo-1,3-benzodiazol-5-yl]pentyl]phenoxy)pentanamide hydrochloride Cl.N[C@@H](CCC(=O)N)COC1=C(C(=CC=C1)CCCCCC1=CC2=C(N(C(N2C)=O)C2C(NC(CC2)=O)=O)C=C1)Cl